3-(2-(2-Hydroxyethoxy)ethoxy)propylamine OCCOCCOCCCN